7-bromo-9-methyl-3-(3-(3-methyl-1-(4-methyl-4H-1,2,4-triazole-3-yl)cyclobutyl)phenyl)-4H-pyrido[1,2-a]pyrimidin-4-one BrC=1C=C(C=2N(C(C(=CN2)C2=CC(=CC=C2)C2(CC(C2)C)C2=NN=CN2C)=O)C1)C